FC(C(=O)N)(C1=C(C=C(C=C1)OC(C)C)F)F difluoro-2-(2-fluoro-4-isopropoxyphenyl)acetamide